C(CCCCCCC\C=C/C\C=C/CCCCC)(=O)OCC(COC(CCCCCCC\C=C/C\C=C/CCCCC)=O)(COC(CCCCCCC\C=C/C\C=C/CCCCC)=O)COC(CCCCCCC\C=C/C\C=C/CCCCC)=O pentaerythritol tetralinoleate